N-(2-(4-amino-3-(4-((5-fluoro-2-methoxybenzamido)methyl)phenyl)-1H-pyrazolo[3,4-d]pyrimidin-1-yl)-3-phenylpropyl)-N-methyl-1H-1,2,4-triazole-1-carboxamide NC1=C2C(=NC=N1)N(N=C2C2=CC=C(C=C2)CNC(C2=C(C=CC(=C2)F)OC)=O)C(CN(C(=O)N2N=CN=C2)C)CC2=CC=CC=C2